SC1=NC=C(C(=O)OC)C=C1 Methyl 6-mercaptonicotinate